4,4,5,5-tetramethyl-2-(3-thienyl)-1,3,2-dioxaborolane CC1(OB(OC1(C)C)C1=CSC=C1)C